CN(C1=CC=C(C=C1)N1C(=C(C2=C(C(=CC=C12)O)CN1CCC(CC1)C)C(C)=O)C)C 1-(1-(4-(dimethylamino)phenyl)-5-hydroxy-2-methyl-4-((4-methylpiperidin-1-yl)methyl)-1H-indol-3-yl)ethan-1-one